C1(C=CC(N1C=1C=C(COC2C(=O)N(C(C2)=O)O)C=CC1)=O)=O m-maleimidobenzoxy-N-hydroxysuccinimide